NC(C(C1=CC=C(C=C1)C(N)=O)OS(=O)(=O)C)=O methanesulfonic acid 2-amino-1-(4-carbamoylphenyl)-2-oxoethyl ester